FC=1C=C(C=C2CN(C(C12)=O)C1C(NC(CC1)=O)=O)C1=NC=CC=C1 3-(7-fluoro-1-oxo-5-(pyridin-2-yl)isoindolin-2-yl)piperidine-2,6-dione